NC1=NN2C(C=C(C=C2)C=2C=C(C(=NC2)OC)C(=O)NCC2=C(C=CC=C2)OC(C)C)=N1 5-{2-amino-[1,2,4]triazolo[1,5-a]pyridin-7-yl}-2-methoxy-N-{[2-(prop-2-yloxy)phenyl]methyl}pyridine-3-carboxamide